[1-(difluoromethyl)-1H-imidazol-4-yl][(3R,3'R)-3'-hydroxy-1,4-dihydro-1'H,2H-spiro[isoquinoline-3,4'-piperidin]-1'-yl]methanone FC(N1C=NC(=C1)C(=O)N1C[C@H]([C@@]2(CC1)NCC1=CC=CC=C1C2)O)F